tert-butyl 4-(4,5-dichloro-2-[[2-(trimethylsilyl)ethoxy]methoxy]phenyl)-1,2,3,6-tetrahydropyridine-1-carboxylate ClC1=CC(=C(C=C1Cl)C=1CCN(CC1)C(=O)OC(C)(C)C)OCOCC[Si](C)(C)C